P(=O)(O[C@H](C(C)C)[C@H]1O[C@H](C[C@@H]1O)N1C(NC(C(=C1)F)=O)=O)(O)O (R)-1-((2S,3S,5R)-5-(5-fluoro-2,4-dioxo-3,4-dihydropyrimidin-1(2H)-yl)-3-hydroxytetrahydrofuran-2-yl)-2-methylpropyl dihydrogen phosphate